[C@@H]1([C@@H](C1)N1C=C2C(=NN(C(C2=CC1=O)=O)C)N[C@H](C)C1=C(C(=CC=C1)C(F)F)F)C1CC1 6-((1S,2R)-[1,1'-bi(cyclopropan)]-2-yl)-4-(((R)-1-(3-(difluoromethyl)-2-fluorophenyl)ethyl)amino)-2-methyl-2,6-dihydropyrido[3,4-d]pyridazine-1,7-dione